CS(=O)(=O)C1=NC=CC(=N1)C=1C=C(C(=O)N)C=C(C1)C1=NC(=NC=C1)S(=O)(=O)C 3,5-bis(2-(methylsulfonyl)pyrimidin-4-yl)benzamide